[Si](O)(O)(O)O.[Si](O)(O)(O)O.[Si](O)(O)(O)O.[Si](O)(O)(O)O.C(CCCCCCCCCCCCCCC)[Na] hexadecyl-sodium tetrasilicate